C(C)(C)C1(NC(=NC(=N1)NC(C)C)SC)N 2,N4-diisopropyl-6-methylsulfanyl-1,3,5-triazine-2,4-diamine